COC1=C(N=C2C(=N1)NC(=N2)C(C(F)(F)F)(F)F)NC2=CC=C(C=C2)OC(F)(F)F 6-Methoxy-2-(perfluoroethyl)-N-(4-(trifluoromethoxy)phenyl)-1H-imidazo[4,5-b]pyrazin-5-amin